CC1N(C(CC1)C)C1=CC=C(C=C1)NC1=CC=C2C(N(NC2=C1)C)=O 6-((4-(2,5-dimethylpyrrolidin-1-yl)phenyl)amino)-2-methyl-1,2-dihydro-3H-indazol-3-one